C1=CC=C(C=C1)NC(=O)C2=CC=C(C=C2)I 4-Iodo-N-phenylbenzamide